5-methyl-2-(1H-pyrrol-1-yl)aniline CC=1C=CC(=C(N)C1)N1C=CC=C1